N-(4-(1-((tetrahydro-2H-pyran-4-yl)methyl)-1H-imidazol-2-yl)phenyl)quinoline-8-sulfonamide O1CCC(CC1)CN1C(=NC=C1)C1=CC=C(C=C1)NS(=O)(=O)C=1C=CC=C2C=CC=NC12